C(C=C)OC1=C(C2=CC=CC=C2C=C1)C=O 2-(allyloxy)-1-naphthaldehyde